CN(C(C1=CC=C(C=C1)C=1C=NC(=CC1)NC1=CC2=C(OC[C@H]3N2C(CC3)=O)N=C1)=O)C (S)-N,N-dimethyl-4-(6-((9-oxo-6a,7,8,9-tetrahydro-6H-pyrido[2,3-b]pyrrolo[1,2-d][1,4]oxazin-2-yl)amino)pyridin-3-yl)benzamide